FC(C=1N(C=CN1)CC1CC2(CN(C2)C(=O)N2C[C@@H]3[C@@H](OCC(N3)=O)CC2)C1)(F)F (4aR,8aS)-6-[6-[[2-(trifluoromethyl)imidazol-1-yl]methyl]-2-azaspiro[3.3]heptane-2-carbonyl]-4,4a,5,7,8,8a-hexahydropyrido[4,3-b][1,4]oxazin-3-one